IC1=C(SC2=C1C=CC=C2C=2C=C1CN(C(C1=CC2)=O)C)C(=O)N2CCCCC2 5-(3-Iodo-2-(piperidine-1-carbonyl)benzothien-7-yl)-2-methylisoindol-1-one